CC1=CC(=NC(=N1)N1CCC(CC1)NCC1=CC(=CC=C1)N1CCCC1)N 6-Methyl-2-(4-((3-(pyrrolidin-1-yl)benzyl)amino)piperidin-1-yl)pyrimidin-4-amine